thien-3-yl-(4-(((3S,4r,5R)-3,4,5-trihydroxypiperidin-1-yl)methyl)piperidin-1-yl)methanone S1C=C(C=C1)C(=O)N1CCC(CC1)CN1C[C@@H](C([C@@H](C1)O)O)O